ClC1=NC=CC(=N1)O[C@@H]1C[C@@H](N(CC1)C(=O)OC(C)(C)C)C tert-Butyl (2S,4S)-4-((2-chloropyrimidin-4-yl)oxy)-2-methylpiperidine-1-carboxylate